dimethyl 4,4-diethyl-5-oxo-1-phenyl-4,5-dihydro-1H-pyrrole-2,3-dicarboxylate C(C)C1(C(=C(N(C1=O)C1=CC=CC=C1)C(=O)OC)C(=O)OC)CC